OC1C(N(S(C1=C)(=O)=O)C)C1=C(C=CC=C1)C=1C=NN(C1)C 4-hydroxy-2-methyl-3-(2-(1-methyl-1H-pyrazol-4-yl)phenyl)-5-methyleneisothiazolidine 1,1-dioxide